1-(3-chlorophenyl)-N-((1R,2R,4S)-7-cyano-7-azabicyclo[2.2.1]heptan-2-yl)-1H-pyrazole-3-carboxamide ClC=1C=C(C=CC1)N1N=C(C=C1)C(=O)N[C@H]1[C@H]2CC[C@@H](C1)N2C#N